ClC1=CC=C(CN2N=CC3=NC=C(C=C32)C=3C(=NOC3C)C)C=C1 4-(1-(4-chlorobenzyl)-1H-pyrazolo[4,3-b]pyridin-6-yl)-3,5-dimethylisoxazole